Cl.ClC1=C(C=C(C=N1)NN)F (6-chloro-5-fluoro-3-pyridinyl)hydrazine hydrochloride